1-(2',3'-dihydroxypropyl)benzotriazole OC(CN1N=NC2=C1C=CC=C2)CO